4-(6,7-dimethylpyrazolo[1,5-a]pyrimidin-3-yl)-2-(4-fluorobenzyl)-2-methyl-2H-benzo[e][1,3]oxazine CC=1C=NC=2N(C1C)N=CC2C2=NC(OC1=C2C=CC=C1)(C)CC1=CC=C(C=C1)F